sec-butyl α-acetoxyisobutyrate (butan-2-yl α-acetoxyisobutyrate) CC(CC)CC(C(=O)O)(C)OC(C)=O.C(C)(=O)OC(C(=O)OC(C)CC)(C)C